FC1(OC2=C(O1)C=CC=C2C2=CC(=C(C(=C2)F)N(CCCC(=O)O)C)F)F 4-{[4-(2,2-difluoro-benzo[1,3]dioxol-4-yl)-2,6-difluoro-phenyl]-methyl-amino}-butyric acid